4-[4-(8-methoxy-quinolin-7-yl)-benzyl-piperidin-1-yl]1-(R)-tetrahydrofuran-2-yl-methanone COC=1C(=CC=C2C=CC=NC12)C1=CC=C(CC2N(CCCC2)C2CC(OC2)C=O)C=C1